COC1=C(C(=O)NCC2=CC=C(C=C2)B(O)O)C=CC(=C1)C [4-[[(2-methoxy-4-methyl-benzoyl)amino]methyl]phenyl]boronic acid